(S)-2-amino-4-(cyclopropyl(4-(5,6,7,8-tetrahydro-1,8-naphthyridin-2-yl)butyl)amino)butanoic acid N[C@H](C(=O)O)CCN(CCCCC1=NC=2NCCCC2C=C1)C1CC1